ethyl 2-(2-isopropylphenyl)-4-methoxypyrrolo[1,2-a][1,3,5]triazine-8-carboxylate C(C)(C)C1=C(C=CC=C1)C1=NC=2N(C(=N1)OC)C=CC2C(=O)OCC